(1R,3S,5R)-2-(2-(3-acetyl-7-methyl-5-(2-methylpyrimidin-5-yl)-1H-indazol-1-yl)acetyl)-N-(6-bromo-3-(cyanomethyl)pyridin-2-yl)-5-methyl-2-azabicyclo[3.1.0]hexane-3-carboxamide C(C)(=O)C1=NN(C2=C(C=C(C=C12)C=1C=NC(=NC1)C)C)CC(=O)N1[C@@H]2C[C@@]2(C[C@H]1C(=O)NC1=NC(=CC=C1CC#N)Br)C